OC1(CN(CC1)C[C@@H](C)[C@H]1CC[C@H]2\C(\CCC[C@]12C)=C\C=C1C[C@H](C[C@@H](C1)O)O)C(F)(F)F (1R,3R)-5-(2-((1R,3aS,7aR,E)-1-((2S)-1-(3-hydroxy-3-(trifluoromethyl)pyrrolidin-1-yl)propan-2-yl)-7a-methyl-octahydro-4H-inden-4-ylidene)ethylidene)cyclohexane-1,3-diol